Cl.FC=1C=C(C=CC1F)[C@H]1[C@@H](CN(C1)CCOC)NC(=O)NC1=C(C(=NN1C1=CC=CC=C1)OC[C@H](C)O)C 1-((3S,4r)-4-(3,4-difluorophenyl)-1-(2-methoxyethyl)pyrrolidin-3-yl)-3-(3-((S)-2-hydroxypropoxy)-4-methyl-1-phenyl-1H-pyrazol-5-yl)urea hydrochloride